o-2-tolylethynyl-aniline Molybdenum(IV) [Mo+4].C1(=C(C=CC=C1)C#CC1=C(N)C=CC=C1)C